N-(5-Chlorothiazol-2-yl)-2-(3,3-difluorocyclopentyl)-2-(4-(1-(difluoromethyl)-1H-tetrazol-5-yl)phenyl)acetamide ClC1=CN=C(S1)NC(C(C1=CC=C(C=C1)C1=NN=NN1C(F)F)C1CC(CC1)(F)F)=O